N-(3-fluoro-2-methyl-5-(5-(1-(piperazine-1-carbonyl)azetidin-3-yl)-1,2,4-oxadiazol-3-yl)phenyl)imidazo[1,2-a]pyridine-3-carboxamide FC=1C(=C(C=C(C1)C1=NOC(=N1)C1CN(C1)C(=O)N1CCNCC1)NC(=O)C1=CN=C2N1C=CC=C2)C